3,3a,4,5,6,7-Hexahydro-1H-isochromeno[5,4-cd]azepin-6-ium chloride [Cl-].C1OCC2C3=C(C[NH2+]CC2)C=CC=C13